N[C@@H](CCC[C@@H](N)C(=O)O)C(=O)O |r| racemic-diaminopimelic acid